5-fluoro-2-methoxypyridin-4-yl-1-{[2-(trimethylsilyl)ethoxy]methyl}pyrazole-3-carboxylic acid FC=1C(=CC(=NC1)OC)C=1C(=NN(C1)COCC[Si](C)(C)C)C(=O)O